S1(=O)(=O)O[C@]2(N3C(N([C@H](CC2)C3)O1)=O)C(C)(F)F.[Na] Sodium (2s,5r)-2-(1,1-difluoroethyl)-7-oxo-1,6-diazabicyclo[3.2.1]octyl-6-yl sulfate